tert-butyl 2,2-dimethoxy-6-(4-(methoxycarbonyl)phenyl)-7-azaspiro[3.5]nonane-7-carboxylate COC1(CC2(C1)CC(N(CC2)C(=O)OC(C)(C)C)C2=CC=C(C=C2)C(=O)OC)OC